(S)-1-(thiophen-2-ylmethyl)-1,2,3,6-tetrahydropyridin-3-ol S1C(=CC=C1)CN1C[C@H](C=CC1)O